N-[[1-[(1S)-1-(3,4-dihydro-1H-isoquinolin-2-ylmethyl)-3-(hydroxyamino)-3-oxo-propyl]triazol-4-yl]methyl]-3,4-difluoro-benzamide C1N(CCC2=CC=CC=C12)C[C@H](CC(=O)NO)N1N=NC(=C1)CNC(C1=CC(=C(C=C1)F)F)=O